P(OCC(C)CC1=CC(=CC=C1)CN1C2=NC(=NC(=C2N=C1OC)N)OCCO)([O-])[O-] (3-((6-amino-2-(2-hydroxyethoxy)-8-methoxy-9H-purin-9-yl)methyl)benzyl)(methyl)ethyl phosphite